C1(CC1)C1=C(C(=NO1)C1=C(C=CC=C1Cl)Cl)NC1CC2(C1)CCN(CC2)C2=NC=C(C(=O)O)C=C2 6-(2-((5-cyclopropyl-3-(2,6-dichlorophenyl)isoxazol-4-yl)amino)-7-azaspiro[3.5]non-7-yl)nicotinic acid